3-(2-methoxypyrimidin-5-yl)-3-[1-(trifluoromethyl)cyclopropyl]propanoic acid COC1=NC=C(C=N1)C(CC(=O)O)C1(CC1)C(F)(F)F